ethyl-methyl-(4-sulfobutyl)ammonium bisulfate S([O-])(O)(=O)=O.C(C)[NH+](CCCCS(=O)(=O)O)C